N-(4-((2-(1-amino-1,3-dihydrospiro[indene-2,4'-piperidin]-1'-yl)cyclopenta[cd]indene-5-yl)thio)-3-chloropyridin-2-yl)-N-methylmethanesulfonamide NC1C2=CC=CC=C2CC12CCN(CC2)C=2CC=1C=CC(=C3C1C2C=C3)SC3=C(C(=NC=C3)N(S(=O)(=O)C)C)Cl